C(C)OC(=O)C1CC(=NO1)C1=CC=CC=C1.FC=1C=CC=2N(C1)C(=C(N2)C)C=O (6-fluoro-2-methyl-imidazo[1,2-a]pyridin-3-yl)methanone Ethyl-3-phenyl-4,5-dihydroisoxazole-5-carboxylate